3α-hydroxy-6-ethylidene-7-keto-5β-cholanic acid O[C@H]1C[C@H]2C(C([C@H]3[C@@H]4CC[C@H]([C@@H](CCC(=O)O)C)[C@]4(CC[C@@H]3[C@]2(CC1)C)C)=O)=CC